CN1N=C(C=C1)S(=O)(N)=N methyl-1H-pyrazole-3-sulfonimidamide